bromomethanesulfonyl-acetophenone BrCS(=O)(=O)CC(=O)C1=CC=CC=C1